FC(C(=O)O)(F)F.C=C1CC=CC=2C(NC(C12)=O)=O 7-methyleneisoindole-1,3(2H)-dione trifluoroacetate